CC1(C2=CC=CC=C2C=2C=CC(=CC12)NC=1C=CC=C2C1C1=C(O2)C=2C=CC=CC2C=C1)C N-(9,9-dimethyl-9H-fluoren-2-yl)naphtho[1,2-b]benzofuran-7-amine